2-bromo-1-(2-fluoro-4-methoxyphenyl)ethanone BrCC(=O)C1=C(C=C(C=C1)OC)F